(2,3-dihydrobenzo[b][1,4]dioxin-6-yl)methylsilane O1C2=C(OCC1)C=C(C=C2)C[SiH3]